CC1(CCC1)NCC1=C2C(=NC(=C1)C(=O)OC)CCC2 methyl 4-[[(1-methylcyclobutyl) amino] methyl]-6,7-dihydro-5H-cyclopenta[b]pyridine-2-carboxylate